cis-3-cyclopropyl-N-[3-(5-fluoropyridin-2-yl)-4-(trifluoromethyl)phenyl]cyclobutane-1-carboxamide C1(CC1)[C@H]1C[C@H](C1)C(=O)NC1=CC(=C(C=C1)C(F)(F)F)C1=NC=C(C=C1)F